(1R,5S)-3-(2-((1-methyl-1H-pyrazol-4-yl)amino)pyrimidin-4-yl)-N-(2,2,2-trifluoroethyl)-8-azabicyclo[3.2.1]oct-2-ene-8-carboxamide CN1N=CC(=C1)NC1=NC=CC(=N1)C1=C[C@H]2CC[C@@H](C1)N2C(=O)NCC(F)(F)F